5-chloro-2-(4-methyl-2H-1,2,3-triazol-2-yl)-1,8-naphthyridine ClC1=C2C=CC(=NC2=NC=C1)N1N=CC(=N1)C